N-((3R,4R)-3-fluoropiperidin-4-yl)-5-(1H-pyrrolo[2,3-b]pyridin-3-yl)pyrazolo[1,5-a]pyridine-3-carboxamide F[C@@H]1CNCC[C@H]1NC(=O)C=1C=NN2C1C=C(C=C2)C2=CNC1=NC=CC=C12